ClC1=CC=C(C=C1)C1=N[C@H](C=2N(C3=C1C=C(C=C3)C=3C=C(C=CC3)B(O)O)C(=NN2)C)CC(=O)NCC (3-((4S)-6-(4-chlorophenyl)-4-(2-(ethylamino)-2-oxoethyl)-1-methyl-4H-benzo[f][1,2,4]triazolo[4,3-a][1,4]diazepin-8-yl)phenyl)boronic acid